2-(trifluoromethyl)morpholine 5-fluoro-1H-indole-2-carboxylate FC=1C=C2C=C(NC2=CC1)C(=O)O.FC(C1CNCCO1)(F)F